C(#N)C(C(=O)NC(OCC)=O)=NNC1=CC(=C(C(=C1)Cl)OC1=CC2=C(N=N1)N(C(C2(C)C)=O)CC2=CC=C(C=C2)OC)Cl ethyl N-[2-cyano-2-[[3,5-dichloro-4-[7-[(4-methoxyphenyl)methyl]-5,5-dimethyl-6-oxo-pyrrolo[2,3-c]pyridazin-3-yl]oxy-phenyl]hydrazono]acetyl]carbamate